C(C1=CC=CC=C1)N(C(OC(C)(C)C)=O)C12C(C(C1)(C2)B2OC(C(O2)(C)C)(C)C)B2OC(C(O2)(C)C)(C)C tert-butyl benzyl(2,3-bis(4,4,5,5-tetramethyl-1,3,2-dioxaborolan-2-yl)bicyclo[1.1.1]pentan-1-yl)carbamate